C12CNCC(CCC1)N2C=2N(C(C1=C(N2)NC=C1C1=C(C2=C(N=C(S2)CC(=O)N(C)C)C=C1)Cl)=O)C 2-(6-(2-(3,9-Diazabicyclo[3.3.1]nonan-9-yl)-3-methyl-4-oxo-4,7-dihydro-3H-pyrrolo[2,3-d]pyrimidin-5-yl)-7-chlorobenzo[d]thiazol-2-yl)-N,N-dimethylacetamide